(S)-4-((2-(1H-pyrazol-4-yl)ethyl)amino)-N-(1-(2-chlorophenyl)ethyl)-N,5,6-trimethylpyrimidine-2-carboxamide N1N=CC(=C1)CCNC1=NC(=NC(=C1C)C)C(=O)N(C)[C@@H](C)C1=C(C=CC=C1)Cl